O=C1NC(CCC1N1C(C2=CC=C(C=C2C1=O)NCCC[C@@H]1C[C@H](C1)N1N=CC(=C1)C1=NC=CC=C1)=O)=O 2-(2,6-dioxopiperidin-3-yl)-5-((3-(trans-3-(4-(pyridin-2-yl)-1H-pyrazol-1-yl)cyclobutyl)propyl)amino)isoindoline-1,3-dione